ClC1=NC=C2N(C(N(C2=N1)C12CCC(CC1)(CC2)C#N)=O)C 4-(2-chloro-7-methyl-8-oxo-7,8-dihydro-9H-purin-9-yl)bicyclo[2.2.2]octane-1-carbonitrile